C1(=CC=CC2=CC=CC=C12)NC(C=1C(C(=O)O)=CC=CC1)=O N-(1-naphthyl)-phthalamic acid